N1C(=CC=C1)C(=O)O[C@H]1[C@@H](O[C@@H]([C@H]([C@@H]1OP(=O)(OCC1=CC=CC=C1)OCC1=CC=CC=C1)O)CO)N1C=CC2=CC=CC=C12 (2R,3R,4S,5R,6R)-4-((bis(benzyloxy)phosphoryl)oxy)-5-hydroxy-6-(hydroxymethyl)-2-(1H-indol-1-yl)tetrahydro-2H-pyran-3-yl 1H-pyrrole-2-carboxylate